Methyl (E)-3-(5-(3-cyano-4-fluorophenoxy)-6-fluoro-1H-indol-4-yl)acrylate C(#N)C=1C=C(OC=2C(=C3C=CNC3=CC2F)/C=C/C(=O)OC)C=CC1F